FC(C1=NC=CC(=C1F)NC(=O)N1CC=2C(=NN3C2C(CC[C@](C3)(CO)F)(F)F)C[C@H]1C)F |o1:22| (3R,8S*)-N-(2-(Difluoromethyl)-3-fluoropyridin-4-yl)-8,11,11-trifluoro-8-(hydroxymethyl)-3-methyl-3,4,8,9,10,11-hexahydro-1H-pyrido[4',3':3,4]pyrazolo[1,5-a]azepine-2(7H)-carboxamide